[6-[1-[4-[t-Butoxycarbonyl(methyl)amino]cyclohexyl]-5-methyl-pyrazol-4-yl]-3-cyano-pyrazolo[1,5-a]pyridin-4-yl] trifluoromethanesulfonate FC(S(=O)(=O)OC=1C=2N(C=C(C1)C=1C=NN(C1C)C1CCC(CC1)N(C)C(=O)OC(C)(C)C)N=CC2C#N)(F)F